C(CC)C1(CC2=C(N=C(S2)N)CC1)N 6-propyl-4,5,6,7-tetrahydrobenzo[d]thiazole-2,6-diamine